N-(5-(3-(9H-purin-6-yl)pyridin-2-ylamino)-2-fluorophenyl)-3-methoxy-5-(trifluoromethyl)benzamid N1=CN=C2NC=NC2=C1C=1C(=NC=CC1)NC=1C=CC(=C(C1)NC(C1=CC(=CC(=C1)C(F)(F)F)OC)=O)F